C(C)(C)(C)OC(=O)N1CC2=NC=CC(=C2C1)C 4-methyl-5,7-dihydro-6H-pyrrolo[3,4-b]Pyridine-6-carboxylic acid tert-butyl ester